(3-fluorophenyl)-4-hydroxy-1-isobutyl-7-(4-methylpiperazin-1-yl)-2-oxo-1,2-dihydroquinoline-3-carboxamide FC=1C=C(C=CC1)C1=C2C(=C(C(N(C2=CC(=C1)N1CCN(CC1)C)CC(C)C)=O)C(=O)N)O